COC1=C(C=C(C(=C1)[C@@H]1N(OCC1)C)C=1C=NN(C1)C)NC=1N=C(C2=C(N1)NC=C2)NC=2C(=C1N=CC=NC1=CC2)P(C)(C)=O (R)-(6-((2-((2-methoxy-5-(1-methyl-1H-pyrazol-4-yl)-4-(2-methylisoxazolidin-3-yl)Phenyl)amino)-7H-pyrrolo[2,3-d]pyrimidin-4-yl)amino)quinoxalin-5-yl)dimethylphosphine oxide